F[C@@H]1CN(C[C@H]1F)C=1C=C2C(=CC=NC2=CC1)C(=O)O |r| rac-6-((3R,4R)-3,4-di-Fluoropyrrolidin-1-yl)quinoline-4-carboxylic acid